(S)-8-((3S,5R)-3,5-dimethylpiperazin-1-yl)-11-(4-fluorophenyl)-3-methoxy-10-(trifluoromethyl)-3,4-dihydro-2H,6H-[1,4]thiazepino[2,3,4-ij]quinazolin-6-one C[C@H]1CN(C[C@H](N1)C)C1=NC(N2C3=C(C(=C(C=C13)C(F)(F)F)C1=CC=C(C=C1)F)SC[C@H](C2)OC)=O